CN1N=CC(=C1)C=1C=CC=2N(C1)N=CC2N2CCN(CC2)C(=O)OC(C)C2=CC=C(C=C2)OC 1-(4-methoxyphenyl)ethyl 4-(6-(1-methyl-1H-pyrazol-4-yl)pyrazolo[1,5-a]pyridin-3-yl)piperazine-1-carboxylate